C1(=CC=CC=C1)N1C(=NN=C1)C1=CC=CC=C1 phenyl-3-phenyl-4H-1,2,4-triazole